C(CC(C)C)OP(O)(O)=O 1-isopentyl-phosphoric acid